C(CC#CC=CC=C)O oct-5,7-dien-3-yn-1-ol